6-methyl-4-{2-[4-(2-(3-oxopiperazin-1-yl)ethoxy)phenyl]quinolin-6-yl}-1H-pyrrolo[2,3-c]pyridin-7(6H)-one CN1C(C2=C(C(=C1)C=1C=C3C=CC(=NC3=CC1)C1=CC=C(C=C1)OCCN1CC(NCC1)=O)C=CN2)=O